BrC1=C(C=C(C=C1C)NC1=NC=C(C(=N1)NC(CC)CC)C)C(C)=O 1-(2-bromo-3-methyl-5-((5-methyl-4-(pentan-3-ylamino)pyrimidin-2-yl)amino)phenyl)ethanone